N[C@H]1CN(CC1)C1=CC(=C(C(=C1)F)N1C(N(C=2N=CC(=CC2C2=C(C=C(C=C12)C#N)F)F)C(C)C)=O)F 10-{4-[(3R)-3-aminopyrrolidin-1-yl]-2,6-difluorophenyl}-4,15-difluoro-9-oxo-8-(propan-2-yl)-6,8,10-triazatricyclo[9.4.0.02,7]pentadeca-1(15),2(7),3,5,11,13-hexaene-13-carbonitrile